CON(C(=O)[C@H]1N([C@@H]2C[C@@H]2C1)C(=O)OC(C)(C)C)C tert-butyl (1R,3S,5R)-3-(methoxy (methyl) carbamoyl)-2-azabicyclo[3.1.0]hexane-2-carboxylate